CC1=C(C=C(C=C1)NC(=O)C1C2CCC(C1)C2)C2=NC=CC=C2 N-(4-methyl-3-pyridin-2-ylphenyl)bicyclo[2.2.1]heptane-2-carboxamide